N-(5-((5-chloro-4-((1-(methylsulfonyl)indolin-7-yl)amino)pyrimidin-2-yl)amino)-4-methoxy-2-(2-morpholinoethoxy)phenyl)acrylamide ClC=1C(=NC(=NC1)NC=1C(=CC(=C(C1)NC(C=C)=O)OCCN1CCOCC1)OC)NC=1C=CC=C2CCN(C12)S(=O)(=O)C